MethyleneSebacamide C=C(C(=O)N)CCCCCCCC(=O)N